FC=1C(=NC=C(C1)Cl)O[C@@H](CNC1=NC=NC(=C1Cl)C(F)F)C |r| (RS)-N-(2-((3-fluoro-5-chloropyridin-2-yl)oxy)propyl)-5-chloro-6-difluoromethylpyrimidin-4-amine